5-chloro-N2-(4-chloropyridin-2-yl)-N4-(o-tolyl)pyrimidine-2,4-diamine ClC=1C(=NC(=NC1)NC1=NC=CC(=C1)Cl)NC1=C(C=CC=C1)C